O=C1NC2=NC=CC=C2C=C1C(=O)OCC ethyl 2-oxo-1,2-dihydro-1,8-naphthyridine-3-carboxylate